1-(4-bromo-3-methyl-phenyl)cyclopropanecarbonitrile BrC1=C(C=C(C=C1)C1(CC1)C#N)C